C(C1=CC=CC=C1)O[C@@](CC=C)(C(F)(F)F)C1=NN=C(O1)C1=NC(=C(C=C1NC(OC(C)(C)C)=O)C(F)(F)F)O tert-butyl N-[2-[5-[(1R)-1-benzyloxy-1-(trifluoromethyl)but-3-enyl]-1,3,4-oxadiazol-2-yl]-6-hydroxy-5-(trifluoromethyl)-3-pyridyl]carbamate